[2-[(2-methyl-1H-benzimidazol-1-yl)methyl]phenyl]-boronic acid CC1=NC2=C(N1CC1=C(C=CC=C1)B(O)O)C=CC=C2